BrC=1C=C2N(N=CC(=C2N[C@@H]2CC[C@H](CC2)NC(OC(C)(C)C)=O)/C(/N)=N/C2=C(C=C(C=C2)O)Cl)C1 tert-butyl N-[trans-4-[[6-bromo-3-[(Z)-N'-(2-chloro-4-hydroxy-phenyl)carbamimidoyl]-pyrrolo[1,2-b]pyridazin-4-yl]amino]cyclohexyl]carbamate